C(C)OC1C(C1)NC(=O)C=1C=C(C(N(C1)CC1=CC(=CC=C1)OCCO)=O)C(=O)NC rac-N5-(2-ethoxycyclopropyl)-1-(3-(2-hydroxyethoxy)benzyl)-N3-methyl-2-oxo-1,2-dihydropyridine-3,5-dicarboxamide